methyl 2-((5-((3-amino-6-phenylpyridin-2-yl)amino)pyridine-2-yl)methyl)-2-azaspiro[3.3]heptane-6-carboxylate NC=1C(=NC(=CC1)C1=CC=CC=C1)NC=1C=CC(=NC1)CN1CC2(C1)CC(C2)C(=O)OC